tert-butyl (2,5-dimethoxyphenethyl)carbamate COC1=C(CCNC(OC(C)(C)C)=O)C=C(C=C1)OC